C(CCCCCCC\C=C/CCCCCCCC)(=O)OC=1C=C(C(=O)N)C=CC1OC(CCCCCCC\C=C/CCCCCCCC)=O 3,4-di[oleoyloxy]-benzamide